NCCS(=O)(=O)[O-].[Ca+2].NCCS(=O)(=O)[O-] Calcium taurate